(3-(3-Amino-2-methoxyphenyl)-1-methyl-1H-pyrazol-5-yl)dicyclopropylphosphine oxide NC=1C(=C(C=CC1)C1=NN(C(=C1)P(C1CC1)(C1CC1)=O)C)OC